C[Si](C)(C)C[Hf+](C1C=CC=C1)C1C=CC=C1 Trimethylsilylmethylcyclopentadienyl-(cyclopentadienyl)hafnium (IV)